[C@H]12CNC[C@H](CC1)N2C2=NC(=NC=1CC3(CCC21)CCC2=CC=C(C=C23)O)OC[C@H]2N(CCC2)C(C)C 4'-((1R,5S)-3,8-diazabicyclo[3.2.1]octan-8-yl)-2'-(((S)-1-isopropylpyrrolidin-2-yl)methoxy)-2,3,5',8'-tetrahydro-6'H-spiro[indene-1,7'-quinazolin]-6-ol